8-allyl-tetracyclo[4.4.0.12,5.17,10]dodec-3-ene C(C=C)C1C2C3C4C=CC(C3C(C1)C2)C4